N[C@@H](CO)C(=O)N1C[C@@H]2NCC[C@@]2(C1)CCCB(O)O (3aR,6aR)-5-(L-seryl)-3a-(3-boronopropyl)hexahydropyrrolo[3,4-b]pyrrole